[3-[4-(hydroxymethyl)phenyl]-4-[[1-(trifluoromethyl)cyclopropyl]methoxy]phenyl]-[4-(5-methyl-[1,3]oxazolo[4,5-b]pyridin-2-yl)piperazin-1-yl]methanone OCC1=CC=C(C=C1)C=1C=C(C=CC1OCC1(CC1)C(F)(F)F)C(=O)N1CCN(CC1)C=1OC=2C(=NC(=CC2)C)N1